FC=1C=C(C(=O)N2CCC3(CCN(C3)C(=O)OC(C)(C)C)CC2)C=CC1B1OC(C(O1)(C)C)(C)C tert-butyl 8-(3-fluoro-4-(4,4,5,5-tetramethyl-1,3,2-dioxaborolan-2-yl)benzoyl)-2,8-diazaspiro[4.5]decane-2-carboxylate